s-heptanol C(C)(CCCCC)O